C(C)(C)(C)OC(=O)NC1CCC(CC1)[C@H](C)NC=1C=C(C(=O)OC)C=CC1O methyl 3-{[(1S)-1-{(1r,4S)-4-[(tert-Butoxycarbonyl) amino] cyclohexyl} ethyl] amino}-4-hydroxybenzoate